ClC1=CC=C(C=C1)C1C(=C(N=C2N1C(/C(/S2)=C/C2=CC=C(C=C2)F)=O)C)C(=O)OC(C)C isopropyl (Z)-5-(4-chlorophenyl)-2-(4-fluorobenzylidene)-7-methyl-3-oxo-2,3-dihydro-5H-thiazolo[3,2-a]pyrimidine-6-carboxylate